C(C1=CC=CC=C1)(=O)N1CCC2(C(N3[C@H](O2)CC[C@H]3C3=CC=C(C=C3)C)=O)CC1 (5'S,7a'R)-1-benzoyl-5'-(p-tolyl)tetrahydro-3'H-spiro[piperidine-4,2'-pyrrolo[2,1-b]oxazol]-3'-one